3-ethynyl-4-[4-(methoxymethyl)benzyloxy]thiophene C(#C)C1=CSC=C1OCC1=CC=C(C=C1)COC